3-(5-(3-(piperidine-1-carbonyl)pyrazolo[1,5-a]pyridin-7-yl)pyridin-2-yl)-1,2,4-oxadiazole-5(4H)-one N1(CCCCC1)C(=O)C=1C=NN2C1C=CC=C2C=2C=CC(=NC2)C2=NOC(N2)=O